tert-Butyl 2-methylpiperazine-1-carboxylate CC1N(CCNC1)C(=O)OC(C)(C)C